2-amino-5-benzyl-1-methyl-1H-benzo[d]imidazole-7-carbonitrile hydrochloride Cl.NC1=NC2=C(N1C)C(=CC(=C2)CC2=CC=CC=C2)C#N